8-cyclopentyl-6,6-dimethyl-2-((1-(methylsulfonyl)piperidin-4-yl)amino)-5,8-dihydropyrido[2,3-d]pyrimidin-7(6H)-one C1(CCCC1)N1C(C(CC2=C1N=C(N=C2)NC2CCN(CC2)S(=O)(=O)C)(C)C)=O